3-((2-chloro-4-(trifluoromethyl)phenoxy)methyl)benzol ClC1=C(OCC=2C=CC=CC2)C=CC(=C1)C(F)(F)F